C1(CC1)C1=CC(=CS1)OCCN(C)C 5-cyclopropyl-3-(2-(dimethylamino)ethoxy)thiophene